C1(=CC=CC=C1)C(CC(=O)OC=C)C vinyl β-phenylbutyrate